OC1(CC(C1)N1C(N(C(C1)C#N)C1=CN=CC2=CC=CC=C12)=O)C(F)(F)F 1-(3-hydroxy-3-(trifluoromethyl)cyclobutyl)-3-(isoquinolin-4-yl)-2-oxoimidazolidine-4-carbonitrile